FC=1C=C(C=C2C(=CC(=NC12)C)C(C)O)C1=NC(=NC=C1F)NC1=NC=C(C=C1)N1CCNCC1 1-(8-Fluoro-6-(5-fluoro-2-((5-(piperazin-1-yl)pyridin-2-yl)amino)pyrimidin-4-yl)-2-methylquinolin-4-yl)ethan-1-ol